4-[2-[2-(ethoxy)phenyl]-6-phenyl-4-pyridinyl]-N,N-dimethylbenzeneamine C(C)OC1=C(C=CC=C1)C1=NC(=CC(=C1)C1=CC=C(C=C1)N(C)C)C1=CC=CC=C1